7-((1-(3-fluorocyclobutyl)ethyl)amino)-2-(trifluoromethyl)-9H-indeno[2,1-d]pyrimidin-9-one FC1CC(C1)C(C)NC1=CC=2C(C=3N=C(N=CC3C2C=C1)C(F)(F)F)=O